OC1=CC=C(C=C1)C(\C=C\C1=CC(=C(C=C1)N1CCCCC1)[N+](=O)[O-])=O (E)-1-(4-Hydroxyphenyl)-3-(3-nitro-4-piperidin-1-ylphenyl)prop-2-en-1-one